C(C1=CC=CC=C1)OC1=CC=C(C=C1)OCCOC 1-(benzyloxy)-4-(2-methoxyethoxy)benzene